FC1CC(N(C1)C(CC1=CC(=NN1)C)=O)C(=O)NC(C1=CC=C(C=C1)C(C)C)C1=CC=CC=C1 4-fluoro-1-[2-(3-methyl-1H-pyrazol-5-yl)acetyl]-N-{phenyl[4-(propan-2-yl)phenyl]methyl}pyrrolidine-2-carboxamide